(E)-6-(6-(2-aminopropoxy)pyridin-3-yl)-N'-(2-fluoro-5-methoxybenzylidene)pyrazine-2-carbohydrazide NC(COC1=CC=C(C=N1)C1=CN=CC(=N1)C(=O)N/N=C/C1=C(C=CC(=C1)OC)F)C